C(CCCCC)(=O)O.OCC(O)CO.OCC(O)CO.OCC(O)CO triglycerol caproate